tert-butyl (2S)-2-[2-(cyanomethyl)phenyl]pyrrolidine-1-carboxylate C(#N)CC1=C(C=CC=C1)[C@H]1N(CCC1)C(=O)OC(C)(C)C